4-(4-chlorophenyl)-2,3,9-trimethyl-6H-thieno[3,2-f][1,2,4]triazolo[4,3-a][1,4]diazepin ClC1=CC=C(C=C1)C1=NCC=2N(C3=C1C(=C(S3)C)C)C(=NN2)C